(S)-3-((R)-1,1-dimethylethylsulfonamido)-3-(6-phenylpyridin-2-yl)propanoic acid ethyl ester C(C)OC(C[C@@H](C1=NC(=CC=C1)C1=CC=CC=C1)NS(=O)(=O)C(C)(C)C)=O